N-(3-(5-bromobenzo[d]thiazol-2-yl)bicyclo[1.1.1]pentan-1-yl)-5-(1-(methylsulfonyl)cyclopropyl)furan-2-carboxamide BrC=1C=CC2=C(N=C(S2)C23CC(C2)(C3)NC(=O)C=3OC(=CC3)C3(CC3)S(=O)(=O)C)C1